5-(1-(1-(3-(difluoromethyl)phenyl)ethyl)-1H-pyrazol-4-yl)-1,3-dimethylpyridin-2(1H)-one FC(C=1C=C(C=CC1)C(C)N1N=CC(=C1)C=1C=C(C(N(C1)C)=O)C)F